C(C1=CC=CC=C1)N1CC2(CCC2)[C@H](C1)CNS(=O)(=O)C1=CC=C(C=C1)OC(F)(F)F (R)-N-((6-benzyl-6-azaspiro[3.4]octan-8-yl)methyl)-4-(trifluoromethoxy)benzenesulfonamide